N1=C(C=CC(=C1)CNC1=C2N=CN(C2=NC(=N1)C=1C=C2C=CNC2=CC1)C(C)C)C=1C=NC=CC1 N-([2,3'-bipyridin]-5-ylmethyl)-2-(1H-indol-5-yl)-9-isopropyl-9H-purin-6-amine